1-ethyl-3-((1s,4s)-1'-(methyl-d3)-2'-oxo-5'-((8-(trifluoromethyl)quinolin-2-yl)amino)-1',2'-dihydrospiro[cyclohexane-1,3'-pyrrolo[2,3-c]pyridin]-4-yl)urea C(C)NC(=O)NC1CCC2(C(N(C3=CN=C(C=C32)NC3=NC2=C(C=CC=C2C=C3)C(F)(F)F)C([2H])([2H])[2H])=O)CC1